N=1C=NN2C1C=C(C=C2)OC2=CC=C(C=C2)NC2=NC=NC1=CC=3OC[C@H]4N(CCN(C3N=C12)C4)C(=O)OC(C)(C)C tert-butyl (10S)-4-((4-([1,2,4]triazolo[1,5-a]pyridin-7-yloxy)phenyl)amino)-7,8,10,11-tetrahydro-9H-6,10-methanopyrimido[4',5':5,6]pyrido[3,2-b][1,4,7]oxadiazonine-9-carboxylate